2-(2-fluoro-5-(((5-isopropyl-7-(3,3,4,4-tetrafluoropyrrolidin-1-yl)-5H-pyrrolo[3,2-d]pyrimidin-2-yl)thio)methyl)phenyl)acetic acid FC1=C(C=C(C=C1)CSC=1N=CC2=C(N1)C(=CN2C(C)C)N2CC(C(C2)(F)F)(F)F)CC(=O)O